COC1=CC=C(C=C1)NC1=C(C=NC2=CC=C(C=C12)C)C(=O)OCC ethyl 4-[(4-methoxyphenyl)amino]-6-methyl-3-quinolinecarboxylate